N-[6-(difluoromethyl)-2-pyridinyl]-2-[1-[2-[4-[4-(2,6-dioxo-3-piperidinyl)phenyl]-1-piperidinyl]acetyl]-4-piperidinyl]-7-isopropoxy-imidazo[1,2-a]pyridine-6-carboxamide TFA salt OC(=O)C(F)(F)F.FC(C1=CC=CC(=N1)NC(=O)C=1C(=CC=2N(C1)C=C(N2)C2CCN(CC2)C(CN2CCC(CC2)C2=CC=C(C=C2)C2C(NC(CC2)=O)=O)=O)OC(C)C)F